CC1=C(C=CC=C1OC([2H])([2H])[2H])[C@H]1NCC[C@H]1N1[C@H]2CN(C[C@@H]1CC2)C(=O)OC(C)(C)C tert-Butyl (1R,5S)-8-[(2R,3R)-2-[2-methyl-3-(trideuteriomethoxy)phenyl]pyrrolidin-3-yl]-3,8-diazabicyclo[3.2.1]octane-3-carboxylate